4,5,6-trifluorobenzene FC1=CC=CC(=C1F)F